pentaerythritol tetrakis(5-mercaptovalerate) SCCCCC(=O)OCC(COC(CCCCS)=O)(COC(CCCCS)=O)COC(CCCCS)=O